ClC1=C(C=CC(=C1)Cl)C1=C(C2=C(CCC1)C=C(C=C2)C(=O)O)C2=CC=C(C=C2)O[C@@H]2CN(CC2)CCCF 6-(2,4-DICHLOROPHENYL)-5-[4-[(3S)-1-(3-FLUOROPROPYL)PYRROLIDIN-3-YL]OXYPHENYL]-8,9-DIHYDRO-7H-BENZO[7]ANNULENE-2-CARBOXYLIC ACID